C(\C=C\C(=O)O)(=O)O.C(C1=CC=CC=C1)NCCC1=CC=CC2=CC=C(C=C12)F N-benzyl-2-(7-fluoronaphthalen-1-yl)ethan-1-amine fumarate